C(C)(C)(C)C1=C(N)C(=CC(=C1)C(C)(C)C)C(C)(C)C 2,4,6-tri-t-butylaniline